N(/N)=C\1/C=C2N([C@@H](CC=3C=C(C(=NC23)OC)OCCCOC)C(C)C)C=C1C(=O)NN (6s,10e)-10-hydrazono-6-isopropyl-2-methoxy-3-(3-methoxypropoxy)-5h,6h-pyrido[1,2-h]1,7-naphthyridine-9-carbohydrazide